(5R)-5-ethyl-3-{6-[(3-ethyl-1,2-benzisoxazol-4-yl)oxy]-3-pyridinyl}-2,4-imidazolidinedione C(C)[C@@H]1C(N(C(N1)=O)C=1C=NC(=CC1)OC1=CC=CC2=C1C(=NO2)CC)=O